C(C)OC(=O)C=1N=C2N(C(=CC=C2Br)C)C1N 3-amino-8-bromo-5-methylimidazo[1,2-a]pyridine-2-carboxylic acid ethyl ester